2-[[3-(2,4-dimethylphenyl)sulfonyl-5-oxo-4H-triazolo[1,5-a]quinazolin-8-yl]oxy]acetonitrile CC1=C(C=CC(=C1)C)S(=O)(=O)C=1N=NN2C1NC(C1=CC=C(C=C21)OCC#N)=O